BrC1=CC=C(CC2=NC=C(C=N2)C)C=C1 2-(4-bromobenzyl)-5-methylpyrimidine